6-(5-isopropyl-2-(4-(trifluoromethyl)-1H-1,2,3-triazol-1-yl)phenyl)pyrimidin-4-ol C(C)(C)C=1C=CC(=C(C1)C1=CC(=NC=N1)O)N1N=NC(=C1)C(F)(F)F